NC=1N=CN(C(C1C(NC=1C=NC=C(C1)[C@@H]1NCCCC1)=O)=O)C1=C(C=C(C=C1C)CC(=O)O)C (R)-2-(4-(4-amino-6-oxo-5-((5-(piperidin-2-yl)pyridin-3-yl)carbamoyl)pyrimidin-1(6H)-yl)-3,5-dimethylphenyl)acetic acid